Ethyl 2-[2-[4-[(3S)-3-(5-cyano-3-pyridyl)isoxazolidine-2-carbonyl]-1-piperidyl]-5-fluoro-pyrimidin-4-yl]oxyacetate C(#N)C=1C=C(C=NC1)[C@H]1N(OCC1)C(=O)C1CCN(CC1)C1=NC=C(C(=N1)OCC(=O)OCC)F